2,6-dichloro-4-(chloroimino)cyclohexa-2,5-dien-1-one ClC=1C(C(=CC(C1)=NCl)Cl)=O